1-[2-chloro-6-[5-[(6-methylpyridazin-3-yl)amino]benzimidazol-1-yl]-3-pyridinyl]ethanol ClC1=NC(=CC=C1C(C)O)N1C=NC2=C1C=CC(=C2)NC=2N=NC(=CC2)C